1-[2-(2,6-dioxo-3-piperidyl)-1-oxo-isoindolin-4-yl]Piperidine-4-carbaldehyde O=C1NC(CCC1N1C(C2=CC=CC(=C2C1)N1CCC(CC1)C=O)=O)=O